1,2-DIAMINOBENZIMIDAZOL NN1C(=NC2=C1C=CC=C2)N